FC1=C(C=CC(=C1)F)COC=1C=C(C=C(C1)S(=O)(=O)C)C=1C=C(C(N(C1)C)=O)C 5-[3-[(2,4-difluorophenyl)methoxy]-5-methylsulfonylphenyl]-1,3-dimethylpyridin-2-one